OC1=C(C=CC(=C1)OCCO)C(\C=C\C1=CC(=CC=C1)OC)=O (E)-1-[2-Hydroxy-4-(2-hydroxyethoxy)phenyl]-3-(3-methoxyphenyl)prop-2-en-1-one